[N+](=O)([O-])OCCCCCC(=O)OCCN1CCN(CC1)S(=O)(=O)C1=CC(=C(C=C1)OCCC)C=1NC(C2=C(N1)C(=CN2CC)CCC)=O 2-(4-((3-(5-ethyl-4-oxo-7-propyl-4,5-dihydro-3H-pyrrolo[3,2-d]pyrimidin-2-yl)-4-propoxyphenyl)sulfonyl)piperazin-1-yl)ethyl 6-(nitrooxy)hexanoate